Copper (II) tert-butylacetoacetate C(C)(C)(C)OC(CC(=O)C)=O.[Cu+2]